OCCCCN[C@@H](CC1=CNC2=CC=CC=C12)C(=O)[O-] 4-Hydroxybutyl-L-tryptophanat